CS(=O)(=O)C1=CC=C(C=C1)C1=CC=C(C=C1)COC1=C(N=NN1)C(=O)O 5-((4'-(methylsulfonyl)-[1,1'-biphenyl]-4-yl)methoxy)-1H-1,2,3-triazole-4-carboxylic acid